(γ-Glycidoxypropyl)trimethoxysilane C(C1CO1)OCCC[Si](OC)(OC)OC